Cl.C1=C(C=CC2=CC=CC=C12)C1CC2C(CNC2)C1 5-(Naphthalen-2-yl)octahydrocyclopenta[c]pyrrole hydrochloride